COC1=NC=CC(=C1)C1=NC=CC(=N1)N 2-(2-methoxypyridin-4-yl)pyrimidin-4-amine